2-(Methylsulfonyl)-1-(2-(4-phenyl-1H-imidazol-2-yl)piperidin-1-yl)ethan-1-one CS(=O)(=O)CC(=O)N1C(CCCC1)C=1NC=C(N1)C1=CC=CC=C1